(3-((tert-butoxycarbonyl)amino)oxetan-3-yl)methyl 4-methylbenzenesulfonate CC1=CC=C(C=C1)S(=O)(=O)OCC1(COC1)NC(=O)OC(C)(C)C